4-cyclopropyl-2-[[(3s)-3-methylpiperidin-1-yl]methyl]-6-[3-[5-(4-methyl-1,2,4-triazol-3-yl)spiro[2.3]hexan-5-yl]phenyl]-1H-pyrrolo[2,3-c]pyridin-7-one C1(CC1)C=1C2=C(C(N(C1)C1=CC(=CC=C1)C1(CC3(CC3)C1)C1=NN=CN1C)=O)NC(=C2)CN2C[C@H](CCC2)C